(3R)-3-(4-chlorophenyl)-2-[(5-chloropyridin-2-yl)methyl]-6-{2-hydroxy-1-[methyl(1-methylpiperidin-4-yl)amino]propan-2-yl}-3-methoxy-2,3-dihydro-1H-isoindol-1-one ClC1=CC=C(C=C1)[C@@]1(N(C(C2=CC(=CC=C12)C(CN(C1CCN(CC1)C)C)(C)O)=O)CC1=NC=C(C=C1)Cl)OC